ortho-acrylamidoacetophenone C(C=C)(=O)NC1=C(C=CC=C1)C(C)=O